CN(C(=O)[C@@H]1C[C@@H](CN1)SC1=C(N2C([C@@H]([C@H]2[C@H]1C)[C@@H](C)NC(=O)OCC)=O)C(=O)O)C (4R,5S,6R)-3-((3S,5S)-5-(Dimethylcarbamoyl)pyrrolidin-3-ylthio)-6-((R)-1-(ethoxycarbonylamino)ethyl)-4-methyl-7-oxo-1-azabicyclo[3.2.0]hept-2-ene-2-carboxylic acid